2-(7-((2S,5R)-4-(1-(2,3-dimethylquinoxalin-6-yl)ethyl)-2,5-dimethylpiperazin-1-yl)-4-methyl-5-oxo-4,5-dihydro-2H-pyrazolo[4,3-b]pyridin-2-yl)acetonitrile CC1=NC2=CC=C(C=C2N=C1C)C(C)N1C[C@@H](N(C[C@H]1C)C=1C=2C(N(C(C1)=O)C)=CN(N2)CC#N)C